(R)-4-((6,7-dichloro-1,2,3,4-tetrahydronaphthalen-2-yl)oxy)-1H-1,2,3-triazole-5-carboxylic acid ClC=1C=C2CC[C@H](CC2=CC1Cl)OC=1N=NNC1C(=O)O